C(C)OC(=O)C=1NC2=CC(=CC(=C2C1)NC1=CC(=C(C=C1)F)OC(F)(F)F)NC(C)=O 4-((3-trifluoromethoxy-4-fluorophenyl)amino)-6-acetylamino-1H-indole-2-carboxylic acid ethyl ester